6-n-propyl-8-iodobenzo[b]naphtho[1,2-d]furan C(CC)C1=CC=2C=CC=CC2C=2C3=C(OC21)C(=CC=C3)I